FC1(CCC(CC1)N1C(=NC2=C1C=CC(=C2)C=2C(=NOC2C)C)[C@@H]2CCCC(N2C2=CC(=C(C=C2)F)F)=O)F (S)-6-(1-(4,4-difluorocyclohexyl)-5-(3,5-dimethylisoxazol-4-yl)-1H-benzo[d]imidazol-2-yl)-1-(3,4-difluorophenyl)piperidin-2-one